cobalt carbonyl-bis(trimethylsilyl-acetylene) C(=O)(C#C[Si](C)(C)C)C#C[Si](C)(C)C.[Co]